2-chloro-4-((2,3,5-trifluorobenzyl)amino)pyrimidin-5-carboxamide ClC1=NC=C(C(=N1)NCC1=C(C(=CC(=C1)F)F)F)C(=O)N